CN(C)C12CNCC2C1 (dimethylamino)-3-azabicyclo[3.1.0]hexan